perfluoro(4,5-dimethyl-2,2-dioxole) FC=1OC(=C(C1C(F)(F)F)C(F)(F)F)F